octadecanoyl-thiosemicarbazide C(CCCCCCCCCCCCCCCCC)(=O)NNC(=S)N